sodium (2s,5r)-2-(chloromethyl)-7-oxo-1,6-diazabicyclo[3.2.1]octyl-6-yl sulfate S1(=O)(=O)O[C@]2(N3C(N([C@H](CC2)C3)O1)=O)CCl.[Na]